methyl 3-(9-((4-(((tert-butoxycarbonyl)amino)methyl)phenyl)carbamoyl)-4,5-dihydrobenzo[b]thieno[2,3-d]oxepin-8-yl)-6-((3-hydroxypropyl)carbamoyl)picolinate C(C)(C)(C)OC(=O)NCC1=CC=C(C=C1)NC(=O)C1=CC2=C(OCCC3=C2SC=C3)C=C1C=1C(=NC(=CC1)C(NCCCO)=O)C(=O)OC